N-[1-oxo-4-(trifluoromethyl)phthalazin-2(1H)-yl]-2-(3-thienyl)acetamide O=C1N(N=C(C2=CC=CC=C12)C(F)(F)F)NC(CC1=CSC=C1)=O